BrC=1C=CC=C2C=NN(C12)N1C(C=C(C=C1C)C)C 1-(7-bromo-1H-indazol-1-yl)-2,4,6-trimethylpyridine